1-(tri-methoxysilyl)propene CO[Si](C=CC)(OC)OC